F[C@@]1(C=2C=CC=NC2[C@@H](CC1)O)C(=O)NCC1=C(C=C(C=C1)F)C(F)(F)F (5S,8R)-5-fluoro-N-(4-fluoro-2-(trifluoromethyl)benzyl)-8-hydroxy-5,6,7,8-tetrahydroquinoline-5-carboxamide